[C@@H]12COC[C@@H](N1C1=NC3=CC=C(C=C3C=N1)C=O)C2 2-((1R,5s)-3-oxa-6-azabicyclo[3.1.1]hept-6-yl)quinazolin-6-carbaldehyde